glycerin monobehenate C(CCCCCCCCCCCCCCCCCCCCC)(=O)O.OCC(O)CO